2-chloro-5-methyl-1,3,4,2-dioxazaphosphorine-2-oxide ClP1(OC=C(NO1)C)=O